ClC1=C(C=CC=C1)[C@@H](CC)N(C([O-])=O)C[C@@H](C)O 1-(2-chlorophenyl)-(R)-2-hydroxypropyl-(R)-1-propylcarbamate